naphthalene-1,6-diol C1(=CC=CC2=CC(=CC=C12)O)O